Thiothymine N1C(=S)NC(=O)C(C)=C1